trilauryl-benzyl-ammonium chloride [Cl-].C(CCCCCCCCCCC)[N+](CC1=CC=CC=C1)(CCCCCCCCCCCC)CCCCCCCCCCCC